2-(((E)-3,7-dimethylocta-2,6-dien-1-yl)oxy)-3,5-dihydroxy-6-(hydroxymethyl)tetrahydro-4H-pyran-4-one C\C(=C/COC1OC(C(C(C1O)=O)O)CO)\CCC=C(C)C